C(C)(C)(C)C1=NC(=NC=C1C#N)Cl (tert-butyl)-2-chloropyrimidine-5-carbonitrile